C[C@H]1O[C@@H](CN(C1)C1=C(C(=O)NC2=CC(=NC=C2)S(N)(=O)=O)C=C(C=N1)C(F)(F)F)C(F)(F)F 2-((2r,6s)-2-methyl-6-(trifluoromethyl)morpholino)-N-(2-sulfamoylpyridin-4-yl)-5-(trifluoromethyl)nicotinamide